Cl.FC=1C=C(C(=O)NC)C=C(C1C1=C(C2=NC=C(C=C2O1)C)C[C@H]1CNCCO1)F (S)-3,5-difluoro-N-methyl-4-(6-methyl-3-(morpholin-2-ylmethyl)furo[3,2-b]pyridin-2-yl)benzamide hydrochloride